N,N'-[2,2'-bis(trifluoromethyl)-[1,1'-biphenyl]-4,4'-diyl]bis[4-aminobenzamide] FC(C1=C(C=CC(=C1)NC(C1=CC=C(C=C1)N)=O)C1=C(C=C(C=C1)NC(C1=CC=C(C=C1)N)=O)C(F)(F)F)(F)F